N1(CC=CC=C1)CCCS(=O)(=O)O 3-(1-pyridyl)propanesulfonic acid